C(C)C(CN(C(OC(C)(C)C)=O)C[C@H]([C@H](CC1=CC=C(C=C1)O)NC(=O)O[C@H]1CO[C@H]2OCC[C@H]21)O)CC tert-butyl (2-ethylbutyl)((2R,3S)-3-(((((3R,3aS,6aR)-hexahydrofuro[2,3-b]furan-3-yl)oxy)carbonyl)amino)-2-hydroxy-4-(4-hydroxyphenyl)butyl)carbamate